4-((2S,4R)-2-((S)-1-(tert-butoxycarbonyl)pyrrolidin-2-yl)-5-chloro-6-fluoro-2-phenyl-2,3-dihydrobenzofuran-4-yl)-5-fluoro-6-(2-((tetrahydro-2H-pyran-2-yl)oxy)ethoxy)nicotinic acid C(C)(C)(C)OC(=O)N1[C@@H](CCC1)[C@@]1(OC2=C(C1)C(=C(C(=C2)F)Cl)C2=C(C(=NC=C2C(=O)O)OCCOC2OCCCC2)F)C2=CC=CC=C2